1-(4-(5-amino-4-cyano-1-cyclopropyl-1H-pyrazol-3-yl)phenyl)-N-(5-fluoro-2-methoxyphenyl)methanesulfonamide NC1=C(C(=NN1C1CC1)C1=CC=C(C=C1)CS(=O)(=O)NC1=C(C=CC(=C1)F)OC)C#N